C1(=CC=CC=C1)N(C1=CC=C(C=C1)C=1C=C2C=CC(OC2=C2C1C=CC=C2)(C2=CC=CC=C2)C2=CC=C(C=C2)C2=CC=C(C=C2)C=O)C2=CC=CC=C2 4'-(6-(4-(diphenylamino)phenyl)-2-phenyl-2H-benzo[H]chromen-2-yl)-[1,1'-biphenyl]-4-carbaldehyde